7-(5-Benzylthien-2-yl)-3H-imidazo[4,5-b]pyridine C(C1=CC=CC=C1)C1=CC=C(S1)C1=C2C(=NC=C1)NC=N2